ClC1=CC=C(C=C1)C1=CC=C(C=C1)C=C1C(NC(S1)=O)=O ((4'-chloro-[1,1'-biphenyl]-4-yl)methylene)-thiazolidine-2,4-dione